N-homoallylaniline C(CC=C)NC1=CC=CC=C1